C(C=C)(=O)[O-].C(C=C)(=O)[O-].C(C=C)(=O)[O-].C(C=C)(=O)[O-].[Zr+4] zirconium tetra-acrylate